3-(4-bromophenyl)-1-cyclobutyl-5-(methylamino)pyrazole-4-carbonitrile BrC1=CC=C(C=C1)C1=NN(C(=C1C#N)NC)C1CCC1